acetic acid (Z)-3,7-dimethylnonan-1,6-dien-3-yl ester CC(C=C)(CC\C=C(/CC)\C)OC(C)=O